(S)-3-(1-(4-chlorophenyl)ethoxy)-5-formyl-N-methyl-1H-pyrrole-2-carboxamide ClC1=CC=C(C=C1)[C@H](C)OC1=C(NC(=C1)C=O)C(=O)NC